C[C@H]1O[C@H](CN(C1)C1=CC=C(C=C1)NC1=NC=C(C(=N1)OCC1CCC(CC1)NC(C)=O)F)C N-((1R,4R)-4-(((2-((4-((2R,6S)-2,6-dimethylmorpholino)phenyl)amino)-5-fluoropyrimidin-4-yl)oxy)methyl)cyclohexyl)acetamide